CC(C)(C)NCC(C1=CC(=CC(=C1)O)O)O The molecule is a member of the class of phenylethanolamines that is catechol substuted at position 5 by a 2-(tert-butylamino)-1-hydroxyethyl group. It has a role as a beta-adrenergic agonist, an EC 3.1.1.7 (acetylcholinesterase) inhibitor, an anti-asthmatic drug, a bronchodilator agent, a sympathomimetic agent, a tocolytic agent and a hypoglycemic agent. It is a member of phenylethanolamines and a member of resorcinols.